(Z)-4-(3-chloro-5-(4-(3-chloroacryloyl)morpholin-3-yl)phenyl)picolinamide ClC=1C=C(C=C(C1)C1N(CCOC1)C(\C=C/Cl)=O)C1=CC(=NC=C1)C(=O)N